(R)-1-(2-chlorophenyl)-2-(2H-tetrazol-2-yl)ethyl-2,2-d2 carbamate C(N)(O[C@@H](C([2H])([2H])N1N=CN=N1)C1=C(C=CC=C1)Cl)=O